1-(4-bromophenyl)-2-(p-tolyl)ethan-1-one BrC1=CC=C(C=C1)C(CC1=CC=C(C=C1)C)=O